(1-benzyl-3-(4-methoxyphenyl)tetrahydropyridin-3-yl)methanol C(C1=CC=CC=C1)N1CC(CCC1)(C1=CC=C(C=C1)OC)CO